N1=CC=C(C=C1)C=1N=C(C2=C(N1)C=NC=C2)C2=NC=CC(=N2)N [2-(pyridin-4-yl)pyrido[3,4-d]pyrimidin-4-yl]pyrimidin-4-amine